7-chloro-5-isopropyl-1-methylpyrazolo[4,3-d]pyrimidine ClC=1C2=C(N=C(N1)C(C)C)C=NN2C